6-Benzyloxy-2-(2-methoxypyrimidin-5-yl)-3,4-dihydroisoquinolin-1-one C(C1=CC=CC=C1)OC=1C=C2CCN(C(C2=CC1)=O)C=1C=NC(=NC1)OC